ClCC=1C=C(N(C1)S(=O)(=O)C=1C=NC=CC1)C1=C(C=CC=C1)F 3-((4-(chloromethyl)-2-(2-fluorophenyl)-1H-pyrrol-1-yl)sulfonyl)pyridine